(S)-3-(3-(difluoromethoxy)phenyl)-1-isopropyl-N-(3-methyltetrahydrofuran-3-yl)-1H-pyrazolo[4,3-b]pyridine-6-carboxamide FC(OC=1C=C(C=CC1)C1=NN(C=2C1=NC=C(C2)C(=O)N[C@@]2(COCC2)C)C(C)C)F